(4,7-dichloro-6-(4-(2-(4-hydroxypiperidin-1-yl)ethoxy)phenyl)-2H-indazol-2-yl)-2-((R)-6-fluoro-6,7-dihydro-5H-pyrrolo[1,2-c]imidazol-1-yl)acetic acid ethyl ester C(C)OC(C(C1=C2N(C=N1)C[C@@H](C2)F)N2N=C1C(=C(C=C(C1=C2)Cl)C2=CC=C(C=C2)OCCN2CCC(CC2)O)Cl)=O